COC1=CC=C(C=NNC(=O)C2=CC=C3C4=C(NC3=C2)C(=NC=C4)C4(CC4)C(=O)N)C=C1 (7-(2-(4-methoxybenzylidene)hydrazine-1-carbonyl)-9H-pyrido[3,4-b]indol-1-yl)cyclopropanecarboxamide